[N+](=O)([O-])C=1C=CC=C(CO)C1 5-Nitrobenzyl alcohol